tert-butyl (1-((4-bromophenyl)amino)-1-oxo-3-phenylpropan-2-yl)carbamate BrC1=CC=C(C=C1)NC(C(CC1=CC=CC=C1)NC(OC(C)(C)C)=O)=O